N[C@H]1C[C@H](N(C1)C(=O)OC(C)(C)C)CO[Si](C)(C)C(C)(C)C (2S,4S)-tert-Butyl 4-amino-2-((tert-butyl-dimethylsilyloxy)methyl)pyrrolidine-1-carboxylate